2-phenyl-1-thiocyano-2-butanol C1(=CC=CC=C1)C(CSC#N)(CC)O